2-cyano-6-azabicyclo[3.2.1]octan C(#N)C1C2CNC(CC1)C2